(1S,2S)-2-((6-(5-(((4-cyclohexylpyrimidin-2-yl)amino)methyl)-1-methyl-1H-1,2,3-triazol-4-yl)-2-methylpyridin-3-yl)carbamoyl)cyclohexane-1-carboxylic acid C1(CCCCC1)C1=NC(=NC=C1)NCC1=C(N=NN1C)C1=CC=C(C(=N1)C)NC(=O)[C@@H]1[C@H](CCCC1)C(=O)O